OB1OC2=C(C[C@@H]1NC([C@@H](C1=CC=C(C=C1)P(=O)(O)O)NC(=O)C1=CNC3=CC=CN=C3C1=O)=O)C=CC=C2C(=O)O (R)-2-hydroxy-3-((R)-2-(4-oxo-1,4-dihydro-1,5-naphthyridine-3-carboxamido)-2-(4-phosphonophenyl)acetamido)-3,4-dihydro-2H-benzo[e][1,2]oxaborinine-8-carboxylic acid